5-[2-chloro-6-[[(1R)-1-[2-(4,4-dimethyl-1-piperidyl)-3,6-dimethyl-4-oxo-chromen-8-yl]ethyl]amino]phenyl]-2-(4,4,5,5-tetramethyl-1,3,2-dioxaborolan-2-yl)benzaldehyde ClC1=C(C(=CC=C1)N[C@H](C)C=1C=C(C=C2C(C(=C(OC12)N1CCC(CC1)(C)C)C)=O)C)C=1C=CC(=C(C=O)C1)B1OC(C(O1)(C)C)(C)C